C(C)(=O)O[C@@H]1[C@H](O[C@H]([C@@H]1OC(C)=O)N1C=2N=C(NC(C2N=C1)=O)NC(C(C)C)=O)CC(=O)N(C)C [(2R,3R,4R,5R)-4-Acetoxy-2-[2-(dimethylamino)-2-oxo-ethyl]-5-[2-(2-methylpropanoyl-amino)-6-oxo-1H-purin-9-yl]tetrahydrofuran-3-yl] acetate